(2-methoxyphenoxy)propane-1,3-diol COC1=C(OC(CCO)O)C=CC=C1